FC1=CC=C(CC=2N=C(SC2)N)C=C1 (4-fluorobenzyl)thiazol-2-amine